C(C)(C)OC1=CN=CC(=N1)NC=1C(=NOC1C1=CC=C(C(=N1)C)OCC1[C@H](CCCC1)C(=O)O)C (S)-2-(((6-(4-((6-isopropoxypyrazin-2-yl)amino)-3-methylisoxazol-5-yl)-2-methylpyridin-3-yl)oxy)methyl)cyclohexane-1-carboxylic acid